C(#N)[C@H](CC1=CC=C(C=C1)C=1C=CC2=C(N(C(O2)=O)C)C1)NC(=O)C1CN(CC12CCC2)C(=O)OC(C)(C)C tert-butyl 8-{[(1S)-1-cyano-2-[4-(3-methyl-2-oxo-1,3-benzoxazol-5-yl)phenyl]ethyl]carbamoyl}-6-azaspiro[3.4]octane-6-carboxylate